C(CCOCCCOC)(=O)[O-] 4,8-dioxanonanoate